(4-amino-2-ethoxyphenyl)isoindole-1,3-dione NC1=CC(=C(C=C1)C1=C2C(NC(C2=CC=C1)=O)=O)OCC